C1C(CC2=CC=CC=C12)NC1=NC=C(C=N1)C(=O)OCC Ethyl 2-((2,3-dihydro-1H-indene-2-yl)amino)pyrimidine-5-carboxylate